2-(4-(4-fluoro-3-isopropyl-2-(8-methoxy-[1,2,4]triazolo[1,5-a]pyridin-6-yl)-1H-indol-5-yl)piperidin-1-yl)-N,N-dimethylacetamide FC1=C2C(=C(NC2=CC=C1C1CCN(CC1)CC(=O)N(C)C)C=1C=C(C=2N(C1)N=CN2)OC)C(C)C